3-(benzyloxymethyl)cyclobutylamine C(C1=CC=CC=C1)OCC1CC(C1)N